S1C(=NC2=C1C=CC=C2)CN2CCN(CC2)C2=C(C(=O)NS(=O)(=O)CC)C=CC(=C2)OC2CC2 2-[4-(1,3-benzothiazol-2-ylmethyl)piperazin-1-yl]-4-(cyclopropoxy)-N-ethylsulfonyl-benzamide